FC1=C2C[C@@H](NC2=CC(=C1N1CC(N[SH2]1=O)=O)O)CNCC1CCOCC1 5-[(2R)-4-fluoro-6-hydroxy-2-({[(Oxan-4-yl)methyl]amino}methyl)-2,3-dihydro-1H-indol-5-yl]-1λ6,2,5-thiadiazolidine-1,3-dione